7-(8-chloronaphthalen-1-yl)-8-fluoro-2-(((2R,7aS)-2-fluorohexahydro-1H-pyrrolizin-7a-yl)methoxy)-N-methyl-N-((R)-pyrrolidin-3-yl)pyrido[4,3-d]pyrimidin-4-amine ClC=1C=CC=C2C=CC=C(C12)C1=C(C=2N=C(N=C(C2C=N1)N([C@H]1CNCC1)C)OC[C@]12CCCN2C[C@@H](C1)F)F